1,6-bis(4-iodophenoxy)hexane IC1=CC=C(OCCCCCCOC2=CC=C(C=C2)I)C=C1